di-sodium oxide [O-2].[Na+].[Na+]